(R)-1-(1-cyanopyrrolidin-3-yl)-1-methyl-3-(6-(trifluoromethyl)pyridin-3-yl)urea C(#N)N1C[C@@H](CC1)N(C(=O)NC=1C=NC(=CC1)C(F)(F)F)C